FC1=CC=C2C(N(C(=NC2=C1)N1CCCC1)NC(CC1=CC=C(C=C1)OC1=CC=CC=C1)=O)=O N-(7-Fluoro-4-oxo-2-pyrrolidin-1-yl-4H-quinazolin-3-yl)-2-(4-phenoxy-phenyl)-acetamide